C1(=C2N(C=N1)CCC2)/C(/C(=O)OCC)=N/O Ethyl (2Z)-2-(6,7-dihydro-5H-pyrrolo[1,2-c]imidazol-1-yl)-2-hydroxyimino-acetate